NC1=CC(=C(OC=2C=C3C=C(C(N(C3=CC2)COCC[Si](C)(C)C)=O)C)C(=C1)Cl)Cl 6-(4-amino-2,6-dichloro-phenoxy)-3-methyl-1-(2-trimethylsilylethoxymethyl)quinolin-2-one